2,5-dimethyl-2,5-di(benzoylperoxy)hexane 6-(1-methyl-1H-imidazole-5-carboxamido)-7-oxohept-2-enoate CN1C=NC=C1C(=O)NC(CCC=CC(=O)O)C=O.CC(C)(CCC(C)(OOC(C1=CC=CC=C1)=O)C)OOC(C1=CC=CC=C1)=O